COC(N)=O carbamic acid methyl ester